The molecule is an unbranched fifteen-carbon alkene with one double bond between C-1 and C-2. It has a role as a mammalian metabolite. CCCCCCCCCCCCCC=C